BrC1=CC2=C(C=CC=3C(=C(C=4C=CC=CC4C23)C2=C(C=CC3=CC=CC=C23)OCOC)OCOC)C=C1 (R)-2-bromo-7-(methoxymethyloxy)-8-(2-(methoxymethyloxy)-1-naphthyl)benzo[c]phenanthrene